4-(1,5-dimethyl-1H-imidazol-4-yl)-1,2,3,6-tetrahydropyridine CN1C=NC(=C1C)C=1CCNCC1